C(OC)(OC[Si](C)(C)C)=O Methyl (trimethylsilylmethyl) carbonate